ClC1=CC2=C(N(C=N2)CC2=CC=C(C=N2)C=2OC(=NN2)C(F)F)C=C1Cl 2-(6-((5,6-dichloro-1H-benzo[d]imidazol-1-yl)methyl)pyridin-3-yl)-5-(difluoromethyl)-1,3,4-oxadiazole